N-[2-[[(1R,3R)-3-aminocyclopentanecarbonyl]amino]ethyl]-2-ethyl-4-[[3-[3-(trifluoromethyl)-1H-pyrazol-4-yl]imidazo[1,2-a]pyrazin-8-yl]amino]benzamide formate C(=O)O.N[C@H]1C[C@@H](CC1)C(=O)NCCNC(C1=C(C=C(C=C1)NC=1C=2N(C=CN1)C(=CN2)C=2C(=NNC2)C(F)(F)F)CC)=O